methyl O-acetyl-N-(N-(2-(3-(((tert-butoxycarbonyl)amino)methyl)phenyl)thiazole-4-carbonyl)-O-(tert-butyldimethylsilyl)-L-seryl)-L-serinate C(C)(=O)OC[C@H](NC([C@@H](NC(=O)C=1N=C(SC1)C1=CC(=CC=C1)CNC(=O)OC(C)(C)C)CO[Si](C)(C)C(C)(C)C)=O)C(=O)OC